ClC1=CC=C(C=C1)S(=O)(=O)\N=C(\N[C@@H]1C[C@@H](CC1)S(N)(=O)=O)/N1N=C([C@H](C1)C1=CC=CC=C1)C1=CC=C(C=C1)F (S,Z)-N'-((4-chlorophenyl)sulfonyl)-3-(4-fluorophenyl)-4-phenyl-N-((1S,3R)-3-sulfamoylcyclopentyl)-4,5-dihydro-1H-pyrazole-1-carboximidamide